((3aR,4R,6R,6aR)-6-(4-aminopyrrolo[2,1-f][1,2,4]triazin-7-yl)-6-cyano-2,2-dimethyltetrahydrofuro[3,4-d][1,3]dioxol-4-yl)methyl cyclopentanecarboxylate C1(CCCC1)C(=O)OC[C@H]1O[C@@]([C@@H]2OC(O[C@@H]21)(C)C)(C#N)C2=CC=C1C(=NC=NN12)N